CC1=C(C=CC=C1)C1=CC=C(C=C1)C1=CC=C(C=C1)C1CCC(CC1)CCCC 2-methyl-4''-(4-butylcyclohexyl)-1,1':4',1''-terphenyl